(5-(aminomethyl)-6-fluoro-1-oxoisoindoline-2-yl)pyrrolidine tert-butyl-4-(4,4,5,5-tetramethyl-1,3,2-dioxaborolan-2-yl)-5,6-dihydropyridine-1(2H)-carboxylate C(C)(C)(C)OC(=O)N1CC=C(CC1)B1OC(C(O1)(C)C)(C)C.NCC=1C=C2CN(C(C2=CC1F)=O)N1CCCC1